N,N,N'',N''-tetrabutyldiethylenetriamine C(CCC)N(CCNCCN(CCCC)CCCC)CCCC